tert-butyl (2R,4R)-2-(cyanomethyl)-4-{(cyclopropanesulfonyl) [(4-methoxyphenyl)methyl]amino}-3,3-difluoropyrrolidine-1-carboxylate C(#N)C[C@H]1N(C[C@H](C1(F)F)N(CC1=CC=C(C=C1)OC)S(=O)(=O)C1CC1)C(=O)OC(C)(C)C